OCCOC1=CC=C(C=C1)C(C)(C)C1=CC=C(C=C1)OCCO 2,2-Bis-[4-(β-hydroxyethoxy)-phenyl]propan